COC1=C(C=CC=C1)OP(OC1=C(C=CC=C1)OC)(=O)C(C(C)=O)C(C(C)C)N [1-(1-amino-1-isopropyl-methyl)-2-oxo-propyl]phosphonic acid bis(2-methoxyphenyl) ester